O=C1CCN(CC1)CC1=NN2C(C(NCC2)=O)=C1 2-((4-oxopiperidin-1-yl)methyl)-6,7-dihydropyrazolo[1,5-a]pyrazin-4(5H)-on